FC(N1N=C(C=C1)[S@](=O)(N)=NC(NC1=C2C(=NC3=C1CCC3)[C@@H](CC2)C)=O)F |o1:22| (S,R) or (S,S)-1-(difluoro-methyl)-N'-((3-methyl-1,2,3,5,6,7-hexahydro-dicyclopenta[b,e]pyridin-8-yl)carbamoyl)-1H-pyrazole-3-sulfonimidamide